CN1N=C(N=C1)CCN1N=C(C=C1)C1=C2C=C(N=CC2=C(N=C1)NC)NC(=O)C1CC1 N-(5-(1-(2-(1-methyl-1H-1,2,4-triazol-3-yl)ethyl)-1H-pyrazol-3-yl)-8-(methylamino)-2,7-naphthyridin-3-yl)cyclopropanecarboxamide